FC=1C=NC=C(C1C(C1=CC=C(C=C1)SC(F)(F)F)F)C=1OC=CN1 3-fluoro-4-[fluoro[4-[(trifluoromethyl)thio]phenyl]methyl]-5-(2-oxazolyl)pyridine